cis-6-benzyloxy-1-[4-(5-bromopentyloxy)phenyl]-2-phenyl-tetrahydronaphthalene C(C1=CC=CC=C1)OC=1C=C2CC[C@@H]([C@@H](C2=CC1)C1=CC=C(C=C1)OCCCCCBr)C1=CC=CC=C1